N-(2-(((S)-1-((1,3-dioxoisoindolin-2-yl)methyl)-2-((1R,2S)-2-(ethylcarbamoyl)cyclohexane-1-carbonyl)-1,2,3,4-tetrahydroisoquinolin-8-yl)oxy)ethyl)-5-methylisoxazole-3-carboxamide O=C1N(C(C2=CC=CC=C12)=O)C[C@H]1N(CCC2=CC=CC(=C12)OCCNC(=O)C1=NOC(=C1)C)C(=O)[C@H]1[C@H](CCCC1)C(NCC)=O